S1C2=C(C(=C1)C(C(=O)NC(C)(C)C)N(C(=O)C=1N=C(SC1)C#C)C1=CC=C(C=C1)F)C=CC=C2 N-(1-(benzo[b]thiophen-3-yl)-2-(tert-butylamino)-2-oxoethyl)-2-ethynyl-N-(4-fluorophenyl)thiazole-4-carboxamide